1-(3,5-dichlorophenyl)-N-[[2-(difluoromethoxy)-pyridin-4-yl]methyl]-3-methyl-5-oxopyrrolidine-3-carboxamid ClC=1C=C(C=C(C1)Cl)N1CC(CC1=O)(C(=O)NCC1=CC(=NC=C1)OC(F)F)C